4-(5-chloropyridin-2-yl)piperazin-2-ylbenzoic acid methyl ester COC(C1=C(C=CC=C1)C1NCCN(C1)C1=NC=C(C=C1)Cl)=O